Cl.N1C[C@H](CC1)NC=1C=C2C=CC=NC2=C(C1)C(F)(F)F (S)-N-(pyrrolidin-3-yl)-8-(trifluoromethyl)quinolin-6-amine hydrochloride